(R)-2-(3-(3-(fluoro(4-methyl-4H-1,2,4-triazol-3-yl)methyl)oxetan-3-yl)phenyl)-6-(pyrrolidin-1-ylmethyl)-4-(trifluoromethyl)isoindolin-1-one F[C@H](C1(COC1)C=1C=C(C=CC1)N1C(C2=CC(=CC(=C2C1)C(F)(F)F)CN1CCCC1)=O)C1=NN=CN1C